1-(3-((4-((E)-3-(4-((2-ethyl-5,7-dimethylpyrazolo[1,5-a]pyrimidin-3-yl)methyl)phenyl)allyl)piperazin-1-yl)methyl)bicyclo[1.1.1]pentan-1-yl)-1-oxo-5,8,11,14-tetraoxa-2-azahexadecan C(C)C1=NN2C(N=C(C=C2C)C)=C1CC1=CC=C(C=C1)/C=C/CN1CCN(CC1)CC12CC(C1)(C2)C(NCCOCCOCCOCCOCC)=O